C(C)(C)(C)OC(=O)N1C[C@@H](N(CC1)C=1C2=C(N=CN1)N(C=C2N(CCOC)CC)C2=NC=CC(=C2)Cl)C (S)-4-(7-(4-chloropyridin-2-yl)-5-(ethyl-(2-methoxyethyl)amino)-7H-pyrrolo[2,3-d]pyrimidin-4-yl)-3-methylpiperazine-1-carboxylic acid tert-butyl ester